7-(1-(tert-butoxycarbonyl)-3,5-dimethyl-1H-pyrazol-4-yl)-3-((3-oxopropyl)amino)benzo[e][1,2,4]triazine-1,4-dioxide C(C)(C)(C)OC(=O)N1N=C(C(=C1C)C1=CC2=C([N+](=C(N=[N+]2[O-])NCCC=O)[O-])C=C1)C